C(C#C)OCCCNC(OC(C)(C)C)=O Tert-Butyl N-(3-prop-2-ynoxypropyl)carbamate